2-Ethyl-7-isopropyl-5H-thieno[2,3-d]pyridazin-4-one C(C)C1=CC2=C(C(=NNC2=O)C(C)C)S1